O1C(OCC1)=O 1,3-dioxa-2-cyclopentanone